methyl 1-(4-(3,4-dichlorophenyl)-5-fluorothiazol-2-yl)-3-methyl-1H-pyrazole-5-carboxylate ClC=1C=C(C=CC1Cl)C=1N=C(SC1F)N1N=C(C=C1C(=O)OC)C